C(C)(C)(C)OC(CN(CCOC)C(CBr)=O)=O N-(Bromoacetyl)-N-(2-methoxyethyl)glycine tert-butyl ester